C(C)(C)C1=C(NC2=CC=C(C=C12)C1CCN(CC1)CC(=O)N(C)C)C1=CC=2N(C(=C1)OC)C=CN2 2-(4-(3-isopropyl-2-(5-methoxyimidazo[1,2-a]pyridin-7-yl)-1H-indol-5-yl)piperidin-1-yl)-N,N-dimethylacetamide